3-((methylthio)methyl)piperidin-3-amine CSCC1(CNCCC1)N